2-chloro-5-(3-cyclopropyl-2-fluorophenoxy)-N-[2-(2,4-dimethylphenyl)ethyl]-3-methylpyridine-4-carboxamide ClC1=NC=C(C(=C1C)C(=O)NCCC1=C(C=C(C=C1)C)C)OC1=C(C(=CC=C1)C1CC1)F